tert-butyl N-[(2S,3S)-2-methyl-3-piperidyl]carbamate C[C@@H]1NCCC[C@@H]1NC(OC(C)(C)C)=O